(2R,3S,4R,5R)-3-methyl-5-(4-methylpyrrolo[2,3-d]pyrimidin-7-yl)-2-(7-quinolinyloxymethyl)tetrahydrofuran-3,4-diol C[C@]1([C@H](O[C@H]([C@@H]1O)N1C=CC2=C1N=CN=C2C)COC2=CC=C1C=CC=NC1=C2)O